FC(C(=O)N[C@@H]1CCC2=CC(=CC=C12)C1=NOC(=N1)C([2H])([2H])[2H])F (R)-2,2-difluoro-N-(5-(5-(methyl-d3)-1,2,4-oxadiazol-3-yl)-2,3-dihydro-1H-inden-1-yl)acetamide